N1N2C(=CN=C1)C=CC(=C2)C(=O)N pyrido[2,1-f][1,2,4]triazine-7-carboxamide